2,2-dimethyl-N-(4-phenylbutyl)-4-(2-phenyl-1-piperidinyl)piperidine-1-carboxamide tert-butyl-2,2-dimethyl-4-(2-phenyl-1-piperidinyl)piperidine-1-carboxylate C(C)(C)(C)OC(=O)N1C(CC(CC1)N1C(CCCC1)C1=CC=CC=C1)(C)C.CC1(N(CCC(C1)N1C(CCCC1)C1=CC=CC=C1)C(=O)NCCCCC1=CC=CC=C1)C